2-(hydroxymethyl)-3-methyl-5-(2-methyl-4-(6-(trifluoromethyl)-1,5-naphthyridin-2-yl)phenyl)-6,7-dihydropyrazolo[1,5-a]pyrazin-4(5H)-one OCC1=NN2C(C(N(CC2)C2=C(C=C(C=C2)C2=NC3=CC=C(N=C3C=C2)C(F)(F)F)C)=O)=C1C